NC\C=C(\CN1C=NC2=C1C=C(C=C2C2=CC(=CC=C2)S(=O)(=O)N2CCCC2)C(=O)O)/F.CC2=C(N=C1N2C=CC=C1OC(C)C)C1COCCC1 Methyl-8-isopropoxy-2-(tetrahydro-2H-pyran-3-yl)imidazo[1,2-a]pyridine (Z)-1-(4-amino-2-fluoro-but-2-en-1-yl)-4-(3-(pyrrolidin-1-ylsulfonyl)phenyl)-1H-benzo[d]imidazole-6-carboxylate